FC=1C=C2C(CCOC2=CC1[N+](=O)[O-])O 6-fluoro-7-nitrochroman-4-ol